O1[SiH2]O[SiH2]O[SiH2]S[SiH2]1 1,3,5-trioxa-7-thia-2,4,6,8-tetrasilacyclooctane